1-hydroxy-4-(N-(naphthalen-1-yl)sulfamoyl)-2-naphthoic acid OC1=C(C=C(C2=CC=CC=C12)S(NC1=CC=CC2=CC=CC=C12)(=O)=O)C(=O)O